OC(CC=C(C)C)[C@]1([C@@H]2[C@H]3C([C@@H]([C@@H]([C@H]3C(=CC[C@@H]21)C)O)O)=C)C (1R,1aS,4aR,5R,6S,7S,7aR,7bS)-1-(1-hydroxy-4-methylpent-3-en-1-yl)-1,4-dimethyl-7-methylene-1a,2,4a,5,6,7,7a,7b-octahydro-1H-cyclopropa[e]azulene-5,6-diol